N1CNC(C2=C1C=CN2)=O 1,2,3,5-tetrahydro-4H-pyrrolo[3,2-d]pyrimidin-4-one